O-hydroxybutyric acid OOC(CCC)=O